tert-butyl 6-[3-[(7-chloro-2-hydrazino-quinazolin-4-yl)-methyl-amino]phenyl]-2,6-diazaspiro[3.3]heptane-2-carboxylate ClC1=CC=C2C(=NC(=NC2=C1)NN)N(C=1C=C(C=CC1)N1CC2(CN(C2)C(=O)OC(C)(C)C)C1)C